C(C=C)(=O)OC(C)(C)OCCCC=C 2-(2-allylethoxy)-2-propyl acrylate